C1OCC12CCN(CC2)C2CCC(CC2)NC=2C=1C=C(N(C1C=CC2)CC(F)(F)F)C#CCNC2=C(C=C(C=C2)S(=O)(=O)C)OCC N-((1S,4S)-4-(2-oxa-7-azaspiro[3.5]nonan-7-yl)cyclohexyl)-2-(3-((2-ethoxy-4-(methyl-sulfonyl)phenyl)amino)prop-1-yn-1-yl)-1-(2,2,2-trifluoroethyl)-1H-indol-4-amine